silver-zinc-tungsten-titanium [Ti].[W].[Zn].[Ag]